5-(8-(7-isopropyl-1,3-dimethyl-2-oxo-2,3-dihydro-1H-benzo[d]imidazol-5-yl)isoquinolin-3-yl)-3-methylpicolinamide C(C)(C)C1=CC(=CC2=C1N(C(N2C)=O)C)C=2C=CC=C1C=C(N=CC21)C=2C=C(C(=NC2)C(=O)N)C